C(N)(OC1CCC(CC1)N(C([C@H](CC)O)=O)C(CCCO)=O)=O 5-((S)-4-hydroxybutyryl-2-hydroxy butyryl amino)-2-cyclohexyl carbamate